BrC1=CC(=CC2=C1N(C=N2)CCCN(C(OCC2=CC=CC=C2)=O)C)Cl benzyl N-[3-(7-bromo-5-chloro-benzimidazol-1-yl)propyl]-N-methyl-carbamate